CC1=C(C=CC=C1)[C@@H]1CN(CCN1)C1CCOCC1 (3R)-3-(2-methylphenyl)-1-(oxan-4-yl)piperazine